acryloxy-octyltrimethoxy-silane C(C=C)(=O)OCO[Si](OC)(OC)CCCCCCCC